FC(=CC=CC1=CC=CC=C1)F (4,4-difluorobutan-1,3-dien-1-yl)benzene